N[C@]1(CN(CC1)C1=C(C(=C(C=C1)F)CN1CC(CCC1)(F)F)CN1C2=NC=NC(=C2N=C1)N)C(=O)NC1CC1 (R)-3-Amino-1-(2-((6-Amino-9H-purin-9-yl)methyl)-3-((3,3-Difluoropiperidin-1-yl)methyl)-4-fluorophenyl)-N-cyclopropylpyrrolidin-3-carboxamide